CC1(C(NCCO1)=O)C 2,2-dimethylmorpholin-3-one